dimethyl (2S,4R)-2-((tert-butoxycarbonyl)amino)-4-((R)-1-((tert-butyldimethylsilyl)oxy)but-3-en-2-yl)pentanedioate C(C)(C)(C)OC(=O)N[C@H](C(=O)OC)C[C@@H](C(=O)OC)[C@H](CO[Si](C)(C)C(C)(C)C)C=C